ClC1=NC=C(C(=N1)C1=NC2=C(N1C)C=CC=C2)Cl (2,5-dichloropyrimidin-4-yl)-1-methyl-1H-benzo[d]imidazole